8-oxo-2,6,9-triazaspiro[4.5]decane-2-carboxylic acid tert-butyl ester C(C)(C)(C)OC(=O)N1CC2(CC1)NCC(NC2)=O